ClC=1C=NC(=C(C(=O)NC2CCC(CC2)CN2C(N(C3=C2C=CC=C3)C3=CC2=C(C(=NO2)C(=O)N(C)C)C=C3)=O)C1)C 6-(3-(((1r,4r)-4-(5-chloro-2-methylnicotinamido)cyclohexyl)methyl)-2-oxo-2,3-dihydro-1H-benzo[d]imidazol-1-yl)-N,N-dimethyl-benzo[d]isoxazole-3-carboxamide